2-(2-amino-ethoxy)ethanol NCCOCCO